tert-butyl (1-((1-(3,5-dichlorophenyl) cyclopropyl)amino)-2-methylpropan-2-yl)carbamate ClC=1C=C(C=C(C1)Cl)C1(CC1)NCC(C)(C)NC(OC(C)(C)C)=O